ClC=1C=C(C=CC1F)NC1=C2C=C(NC2=C(C=C1)F)C(=NO)N 4-((3-chloro-4-fluorophenyl)amino)-7-fluoro-N'-hydroxy-1H-indole-2-carboxamidine